N-(7-((2,4-dimethylbenzyl)amino)-1-methyl-1H-pyrazolo[3,4-c]pyridin-4-yl)-2-((2R,5S)-5-methyl-2-(2-(1-methylpiperidin-4-yl)benzo[d]thiazol-5-yl)piperidin-1-yl)-2-oxoacetamide CC1=C(CNC=2N=CC(=C3C2N(N=C3)C)NC(C(=O)N3[C@H](CC[C@@H](C3)C)C=3C=CC2=C(N=C(S2)C2CCN(CC2)C)C3)=O)C=CC(=C1)C